CN(C1=CC=C(C=C1)N(C1=CC=CC=C1)CCCCC)C dimethylpentyl-N'-phenyl-p-phenylenediamine